bis(2,6-diisopropylphenyl)-1,6,7,12-tetrakis(3-chlorophenoxy)perylene C(C)(C)C1=C(C(=CC=C1)C(C)C)C=1C(=C(C=2C=3C(=CC=C4C=CC(=C(C5=C(C=CC1C52)OC5=CC(=CC=C5)Cl)C43)OC4=CC(=CC=C4)Cl)OC4=CC(=CC=C4)Cl)OC4=CC(=CC=C4)Cl)C4=C(C=CC=C4C(C)C)C(C)C